C(C)OCS(=O)(=O)S(=O)(=O)N.[K] potassium (ethoxymethylsulfonyl)sulfonamide